N-[tetrahydrofuran-3-ylideneamino]carbamic acid tert-butyl ester C(C)(C)(C)OC(NN=C1COCC1)=O